6-Chloro-1-[6-(dimethyl-amino)pyridin-3-yl]-7-[(1R,3R,5R)-3-{[(3-fluoro-6-methylpyridin-2-yl)oxy]methyl}-2-azabicyclo[3.1.0]hexan-2-yl]-4-oxoquinoline-3-carboxylic acid ClC=1C=C2C(C(=CN(C2=CC1N1[C@@H]2C[C@@H]2C[C@@H]1COC1=NC(=CC=C1F)C)C=1C=NC(=CC1)N(C)C)C(=O)O)=O